carbon (9,12,15)-linolenic acid C(CCCCCCC\C=C/C\C=C/C\C=C/CC)(=O)O.[C]